(6-Chloropyridin-3-yl)-N-methylcyclopropanecarboxamide ClC1=CC=C(C=N1)C1(CC1)C(=O)NC